2,21-dioxa-4,7,10,13,16,19-hexaazatricosane-23-oic acid COCNCCNCCNCCNCCNCCNCOCC(=O)O